4'-((2,5-diformyl-1,4-phenylene) bis(oxy)) dibutyrate C(CCC)(=O)OOC1=C(C=C(C(=C1)C=O)OOC(CCC)=O)C=O